[3-[2-[3-[(2S)-2-benzyloxypropoxy]propoxy]pyrimidin-4-yl]-1-tetrahydropyran-2-yl-indazol-5-yl]oxy-tert-butyl-dimethyl-silane C(C1=CC=CC=C1)O[C@H](COCCCOC1=NC=CC(=N1)C1=NN(C2=CC=C(C=C12)O[Si](C)(C)C(C)(C)C)C1OCCCC1)C